C(C1=CC=CC=C1)OC(=O)N1CCC(CC1)=O benzyl-4-oxopiperidine-1-carboxylate